2-methyl-4-(trifluoromethyl)-1,3-thiazole-5-carbonyl chloride CC=1SC(=C(N1)C(F)(F)F)C(=O)Cl